O1CCN(CC1)C1=CC(=C2N=CC=NC2=C1)C1(CCC(CC1)N)N (7-morpholinoquinoxalin-5-yl)cyclohexane-1,4-diamine